(R)-4-(3-fluoropyrrolidin-1-yl)-5,6,7,8-tetrahydropyrido[3,4-d]pyrimidine hydrochloride Cl.F[C@H]1CN(CC1)C=1C2=C(N=CN1)CNCC2